(3-((1H-benzo[d]imidazol-1-yl)methyl)bicyclo[1.1.1]pent-1-yl)(5-(3,5-difluorophenyl)-4,5-dihydro-1H-pyrazol-1-yl)methanone N1(C=NC2=C1C=CC=C2)CC21CC(C2)(C1)C(=O)N1N=CCC1C1=CC(=CC(=C1)F)F